(1R,11R)-5-[(1R)-1-amino-2,3-dihydro-1H-inden-5-yl]-18-(difluoromethoxy)-12-methyl-2,9,12-triazapentacyclo[9.8.1.0^{2,10}.0^{3,8}.0^{14,19}]icosa-3(8),4,6,9,14(19),15,17-heptaen-13-one N[C@@H]1CCC2=CC(=CC=C12)C1=CC=2N3[C@H]4C=5C(=CC=CC5C(N([C@@H](C3=NC2C=C1)C4)C)=O)OC(F)F